3-Hydroxy-4-methoxybenzaldehyd OC=1C=C(C=O)C=CC1OC